OC1=NC=C(C2=C1C=CS2)C#N 4-Hydroxythieno[3,2-c]pyridine-7-carbonitrile